NC=1C=C(C=CC1)S(=O)(=O)C1=CC(=CC=C1)N 3-aminoPhenylsulfone